NC1=NC=NC=2N(C3=C(C=C(C=C3C21)O)C)CC(=O)N2C1CC1CC2C(=O)NC2=NC(=CC=C2)Br 2-(2-(4-amino-6-hydroxy-8-methyl-9H-pyrimido[4,5-b]indol-9-yl)acetyl)-N-(6-bromopyridin-2-yl)-2-azabicyclo[3.1.0]hexane-3-carboxamide